C(C)(C)(C)OC(NC=1N=NC(=CC1)OC1COC1)=O.ClC1=C(C(=O)NC2CCC2)C=C(C=N1)C=1C=NN(C1)C1=C(C=C(C=C1Cl)C(C(F)(F)F)(C(F)(F)F)F)Cl 2-chloro-N-cyclobutyl-5-(1-(2,6-dichloro-4-(perfluoropropane-2-yl)phenyl)-1H-pyrazol-4-yl)nicotinamide tert-butyl-N-[6-(oxetan-3-yloxy)pyridazin-3-yl]carbamate